2,2-bis(4-cyanato-3,5-dimethylphenyl)propane O(C#N)C1=C(C=C(C=C1C)C(C)(C)C1=CC(=C(C(=C1)C)OC#N)C)C